C(C1=CC=CC=C1)OC1(CCCCCCCO1)C(=O)O 9-(benzyloxy)-9-oxonanoic acid